FC1(CCC(CC1)NC1=NN2C(C(=N1)OC)=C(C(=C2)F)C2=CC=1N(C=C2)N=CC1C(=O)NC(C)C)F 5-(2-((4,4-difluorocyclohexyl)amino)-6-fluoro-4-methoxypyrrolo[2,1-f][1,2,4]triazin-5-yl)-N-isopropylpyrazolo[1,5-a]pyridine-3-carboxamide